COC=1C=C(C(=NC1)NC1=NC=NC(=C1)N)SC N4-(5-methoxy-3-(methylthio)pyridin-2-yl)pyrimidine-4,6-diamine